Bis-(3-imidazolylpropyl)-amine N1C(=NC=C1)CCCNCCCC=1NC=CN1